C(C)O[Si](C(CN=C(CC)CC)C)(OCC)OCC N-(2-triethoxysilylpropyl)pentane-3-imine